FC=1C=C2NC=CC2=C2CCC(NCC(CCCC(C3=CN=C(C=4C(=CC=C(OC12)C4)F)N3)(C)C=3C=C(C=CC3)CCC(=O)O)O)=O 3-[3-(23,29-Difluoro-10-hydroxy-6-methyl-13-oxo-25-oxa-3,12,20,31-tetrazapentacyclo[24.3.1.12,5.016,24.017,21]hentriaconta-1(30),2,4,16,18,21,23,26,28-nonaen-6-yl)phenyl]propanoic acid